Iodomethyl benzyl ether C(C1=CC=CC=C1)OCI